ClC1=CC=C(C=C1)C=1N=C2N(C=CC=N2)C1CN1CC2CCC(C1)N2C(=O)NC(C)C 3-{[2-(4-chlorophenyl)imidazo[1,2-a]pyrimidin-3-yl]methyl}-N-isopropyl-3,8-diazabicyclo[3.2.1]octane-8-carboxamide